methyl (2S)-2-[[2-(5-chloro-4-methoxy-1H-indole-2-carbonyl)-2-azaspiro[4.5]decane-3-carbonyl]amino]-3-[(3S)-2-oxo-3-piperidyl]propanoate ClC=1C(=C2C=C(NC2=CC1)C(=O)N1CC2(CC1C(=O)N[C@H](C(=O)OC)C[C@H]1C(NCCC1)=O)CCCCC2)OC